COC(=O)C1C(C(C(CO1)CC(=O)[O-])CC(=O)[O-])CC(=O)[O-] 6-(methoxycarbonyl)tetrahydro-2H-pyran-3,4,5-triyltriacetate